[C@@H]12OC[C@@H](N(C1)C1=NC=3N(C=C1)N=CC3C(=O)NC=3C(=NN(C3)C3CCC(CC3)C=O)C(F)F)C2 5-((1S,4S)-2-oxa-5-azabicyclo[2.2.1]heptan-5-yl)-N-(3-(difluoromethyl)-1-((1r,4S)-4-formyl-cyclohexyl)-1H-pyrazol-4-yl)pyrazolo[1,5-a]pyrimidine-3-carboxamide